1,5,9,11,14-pentahydroxy-3-methyl-8,13-dioxo-5,6,8,13-tetrahydrobenzo[a]naphthacene-2-carboxylic acid OC1=C(C(=CC2=C1C1=C(C=3C(C4=CC(=CC(=C4C(C3C=C1CC2O)=O)O)O)=O)O)C)C(=O)O